5-(pyridin-2-yl)-1H-pyrazol N1=C(C=CC=C1)C1=CC=NN1